C(C)N1C(CCC(=C1C1=C(C=C(C=C1F)F)F)N1N=CC=C1)=O 1-ethyl-5-(1H-pyrazol-1-yl)-6-(2,4,6-trifluorophenyl)-3,4-dihydropyridin-2(1H)-one